(S)-2-(((4-(2-hydroxy-4-(trifluoromethyl)phenyl)phthalazin-1-yl)amino)methyl)pyrrolidine-1-carboxylic acid tert-butyl ester C(C)(C)(C)OC(=O)N1[C@@H](CCC1)CNC1=NN=C(C2=CC=CC=C12)C1=C(C=C(C=C1)C(F)(F)F)O